tert-butyl 6-[[5-(trifluoromethyl)-1,2,4-triazol-1-yl] methyl]-2-azaspiro[3.3]heptane-2-carboxylate FC(C1=NC=NN1CC1CC2(CN(C2)C(=O)OC(C)(C)C)C1)(F)F